P(=O)(OCC(CCl)Cl)(OCC(CCl)Cl)OCC(CCl)Cl tris(2,3-dichloropropyl) phosphate